2-(3-aminobenzo[5,6][1,4]dioxino[2,3-b]pyridin-2-yl)propan-2-ol NC=1C=C2C(=NC1C(C)(C)O)OC1=C(O2)C=CC=C1